C1(CCCCC1)N1N=CC=C1N(C(=O)C1=CC(=NO1)C1=CC(=C(C=C1)F)O)C N-(1-Cyclohexyl-1H-pyrazol-5-yl)-3-(4-fluoro-3-hydroxyphenyl)-N-methylisoxazole-5-carboxamide